6-bromo-1H-benzo[d]imidazole-4-carboxylic acid methyl ester COC(=O)C1=CC(=CC=2NC=NC21)Br